4-{5-[2-(3-carboxypropanoyl)-1,3-dioxo-2,3-dihydro-1H-indene-5-carbonyl]-1,3-dioxo-2,3-dihydro-1H-inden-2-yl}-4-oxobutanoic acid C(=O)(O)CCC(=O)C1C(C2=CC=C(C=C2C1=O)C(=O)C=1C=C2C(C(C(C2=CC1)=O)C(CCC(=O)O)=O)=O)=O